(R) or (S)-indan-1-amine [C@H]1(CCC2=CC=CC=C12)N |o1:0|